C1(CC1)CN1N=CC(=C1)S(=O)(=O)NC(NC1=C2CCCC2=CC(=C1C=1C=CC=2N(C1)N=CC2)C)=O 1-(cyclopropylmethyl)-N-((6-methyl-5-(pyrazolo[1,5-a]pyridin-6-yl)-2,3-dihydro-1H-inden-4-yl)carbamoyl)-1H-pyrazole-4-sulfonamide